N-isopropyl-5-methylpyrazol C(C)(C)N1N=CC=C1C